Fmoc-pyrrolidine C(=O)(OCC1C2=CC=CC=C2C2=CC=CC=C12)N1CCCC1